C(C)O[Si](C(CC)NC1=CC=CC=C1)(OCC)OCC N-(1-triethoxysilylpropyl)aniline